FC=1C=C(C=CC1F)N1C=CC2=CC(=CC=C12)NC(C=C)=O N-(1-(3,4-difluorophenyl)-1H-indol-5-yl)acrylamide